R-isoserine NC[C@@H](O)C(=O)O